7,8-Dihydroxy-2-(4-(3-(4-methylpiperazin-1-yl)propyl)phenyl)-4H-chromen-4-one dihydrochloride Cl.Cl.OC1=CC=C2C(C=C(OC2=C1O)C1=CC=C(C=C1)CCCN1CCN(CC1)C)=O